BrC=1C=C2C(CCN(C2=CC1OC)S)=O 6-bromo-7-methoxy-1-sulfanyl-2,3-dihydroquinolin-4-one